COC1=NC=CC(=C1)C=1C=CC2=C(CCO2)C1NC(=O)N=[S@@](=O)(N)C=1C=NN2C1OC(C2)(C)C (S)-N'-((5-(2-methoxypyridin-4-yl)-2,3-dihydrobenzofuran-4-yl)carbamoyl)-2,2-dimethyl-2,3-dihydropyrazolo[5,1-b]oxazole-7-sulfonimidamide